Amino-triethylene glycol NC(COCCOCCO)O